ClC1=C(C=CC=C1NC=1N=NC(=CC1)C1CC1)[C@@]1(CC(N(C(N1)=N)[C@H]1C[C@H](OCC1)C)=O)C |o1:24,26| (6S)-6-{2-Chloro-3-[(6-cyclopropylpyridazin-3-yl)amino]-phenyl}-2-imino-6-methyl-3-[(2R*,4R*)-2-methyltetrahydro-pyran-4-yl]hexahydropyrimidin-4-one